C(CCCCCCCCCCCCCCCCCCCCCCCCC)(=O)P(=O)=C(O)C[N+](C)(C)C hexacosoyl-phosphorylcholine